(5-(3-((tert-butyldimethylsilyl)oxy)propoxy)pyridin-3-yl)methylamine [Si](C)(C)(C(C)(C)C)OCCCOC=1C=C(C=NC1)CN